COC1=CC=C2C(=NN(C2=C1)C1=CC=C(C=C1)C(F)(F)F)C=O 6-methoxy-1-(4-(trifluoromethyl)phenyl)-1H-indazole-3-carbaldehyde